ethyl (3S)-3-[[(2S)-2-[[1-(azetidin-3-ylmethyl)-2-oxo-pyridine-3-carbonyl]amino]-4-methyl-pentanoyl]amino]-3-[2,3-difluoro-5-(2,4,6-trimethylphenyl)phenyl]propanoate N1CC(C1)CN1C(C(=CC=C1)C(=O)N[C@H](C(=O)N[C@@H](CC(=O)OCC)C1=C(C(=CC(=C1)C1=C(C=C(C=C1C)C)C)F)F)CC(C)C)=O